P(OC(C(C)=O)C(C1=C(C=CC=C1)OC)N)([O-])=O [1-(1-amino-1-o-methoxyphenylmethyl)-2-oxopropyl] phosphonate